2,6-Difluoro-3-(3-methyl-5-(4-(1-methyl-1H-pyrazol-4-yl)piperazin-1-yl)-1H-pyrazolo[3,4-c]pyridin-1-yl)-5-(trifluoromethyl)phenol FC1=C(C(=C(C=C1N1N=C(C=2C1=CN=C(C2)N2CCN(CC2)C=2C=NN(C2)C)C)C(F)(F)F)F)O